1-methyl-5-{2-[(2-methyltetra-hydrofuran-3-yl)sulfanyl]phenyl}-7-nitro-1,3-dihydro-2H-1,4-benzodiazepin-2-one CN1C(CN=C(C2=C1C=CC(=C2)[N+](=O)[O-])C2=C(C=CC=C2)SC2C(OCC2)C)=O